C(C)(C)(C)OC(=O)N1C[C@@H](N(CC1)C=1C2=C(N(C(N1)=O)C=1C(=NC=CC1C)C(C)C)N=C(C(=C2)Cl)C2=C(C(=CC=C2)OC)OC)C (S)-4-(6-chloro-7-(2,3-dimethoxyphenyl)-1-(2-isopropyl-4-methylpyridin-3-yl)-2-oxo-1,2-dihydropyrido[2,3-d]pyrimidin-4-yl)-3-methylpiperazine-1-carboxylic acid tert-butyl ester